FC=1C=C2C(=C(C=NC2=CC1)C(=O)N1CCN(CC1)S(=O)(=O)C)N1CCN(CC1)S(=O)(=O)C1=CC=CC=C1 (6-fluoro-4-(4-(phenylsulfonyl)piperazin-1-yl)quinolin-3-yl)(4-(methylsulfonyl)piperazin-1-yl)methanone